ClC1=CC(=C(COC2=CC=CC(=N2)C=2C=C(C(=C3CCOC32)C(=O)C3=NC2=C(N3CC3(CC3)CF)C=C(C=C2)C(=O)OC)F)C=C1)F Methyl 2-(7-(6-((4-chloro-2-fluorobenzyl)oxy)pyridin-2-yl)-5-fluoro-2,3-dihydrobenzofuran-4-carbonyl)-1-((1-(fluoromethyl)cyclopropyl)methyl)-1H-benzo[d]imidazole-6-carboxylate